4,6-dimethylheptan CC(CCC)CC(C)C